8-bromo-7-fluoro-2,3-dihydrobenzo[b][1,4]dioxine-5-carboxylic acid methyl ester COC(=O)C1=CC(=C(C=2OCCOC21)Br)F